Methyl 3-(3-(4-hydroxylphenoxy)azetidin-1-yl)-2-(1H-pyrrol-1-yl)benzoate OC1=CC=C(OC2CN(C2)C=2C(=C(C(=O)OC)C=CC2)N2C=CC=C2)C=C1